((4-((4-(((5-(((5-(tert-butyl)oxazol-2-yl)methyl)thio)thiazol-2-yl)amino)methyl)-[1,4'-bipiperidin]-1'-yl)methyl)phenyl)(cyclopropyl)methyl)-2-cyano-N-methylacetamide C(C)(C)(C)C1=CN=C(O1)CSC1=CN=C(S1)NCC1CCN(CC1)C1CCN(CC1)CC1=CC=C(C=C1)C(C1CC1)C(C(=O)NC)C#N